CC1=CC=C(N=N1)[C@@H](C)NC(C1=CC(=CC(=C1)C=1SC(=CN1)C)OC=1SC(=NN1)C)=O N-[(1R)-1-(6-Methylpyridazin-3-yl)ethyl]-3-[(5-methyl-1,3,4-thiadiazol-2-yl)oxy]-5-(5-methyl-1,3-thiazol-2-yl)benzamide